S1C(=NC2=C1C=CC=C2)/C=C/C(=O)N2O[C@@H](C(N1[C@@H]2CN(C([C@@H]1CC(C)C)=O)CCC(=O)N)=O)CC(C)C 3-((3R,6S,9aS)-1-((E)-3-(benzo[d]thiazol-2-yl)acryloyl)-3,6-diisobutyl-4,7-dioxohexahydropyrazino[2,1-c][1,2,4]oxadiazin-8(1H)-yl)propanamide